C1(=CC=CC=C1)C(CCC1=CC=C(C=C1)Cl)=O 1-phenyl-3-(4-chlorophenyl)-1-propanone